tert-butyl 6-[4-bromo-5-(6-cyano-1-tetrahydropyran-2-yl-indazol-4-yl)-1-methyl-imidazol-2-yl]-2-azaspiro[3.3]heptane-2-carboxylate BrC=1N=C(N(C1C1=C2C=NN(C2=CC(=C1)C#N)C1OCCCC1)C)C1CC2(CN(C2)C(=O)OC(C)(C)C)C1